2,3,5-trifluoro-4-hydroxy-N-{[4-(6-{2-[2-(piperidin-4-yl)ethoxy]pyrimidin-5-yl}-2H-indazol-2-yl)cyclohexyl]methyl}benzamide FC1=C(C(=O)NCC2CCC(CC2)N2N=C3C=C(C=CC3=C2)C=2C=NC(=NC2)OCCC2CCNCC2)C=C(C(=C1F)O)F